1-(1-bromoethyl)-4-(trifluoromethoxy)benzene BrC(C)C1=CC=C(C=C1)OC(F)(F)F